dimethyl-bis((5-norbornene-2-yl)methoxy)silane C[Si](OCC1C2C=CC(C1)C2)(OCC2C1C=CC(C2)C1)C